5-fluoro-6-methoxy-1H-indazole FC=1C=C2C=NNC2=CC1OC